CC1=C(C=CC=C1)SP(C1=CC=CC=C1)(C1=CC=CC=C1)=O (2-methylphenyl)thio-diphenyl-phosphorus oxide